(Z)-2-cyano-3-methyl-4-(4-nitrophenyl)-2-butenoic acid ethyl ester C(C)OC(\C(=C(/CC1=CC=C(C=C1)[N+](=O)[O-])\C)\C#N)=O